N1-(4-(2,6-dimethylmorpholino)-3-fluorophenyl)-4-methylcyclohexane-1,4-diamine CC1OC(CN(C1)C1=C(C=C(C=C1)NC1CCC(CC1)(N)C)F)C